N-(Cyclopropylmethyl)-6-{4-[1-(pentan-3-yl)piperidin-4-yl]-1,4-diazepan-1-yl}pyridine-2-carboxamide C1(CC1)CNC(=O)C1=NC(=CC=C1)N1CCN(CCC1)C1CCN(CC1)C(CC)CC